ClC1=C(C(=CC=C1)C(F)(F)F)N1N=C(C=2C1=CN=CC2)C2=CC=C(C=C2)N2CCN(CC2)C (2-chloro-6-(trifluoromethyl)phenyl)-3-(4-(4-methylpiperazin-1-yl)phenyl)-1H-pyrazolo[3,4-c]pyridine